[C@H]12OC[C@H](N(C1)C(=O)C1=C(C=CC(=C1)Br)F)C2 ((1R,4R)-2-oxa-5-azabicyclo[2.2.1]heptan-5-yl)(5-bromo-2-fluorophenyl)methanone